Bis(2-hexyldecyl) 6,6'-[(2-hydroxyethyl)imino]bis[hexanoate] OCCN(CCCCCC(=O)OCC(CCCCCCCC)CCCCCC)CCCCCC(=O)OCC(CCCCCCCC)CCCCCC